methyl 4-bromo-2-butenoate BrCC=CC(=O)OC